2,6-dichloro-4-((2,4-dimethoxybenzyl)amino)nicotinamide ClC1=C(C(=O)N)C(=CC(=N1)Cl)NCC1=C(C=C(C=C1)OC)OC